(R)-2-(1-(3-(5-(3-((cyclopropylmethyl)amino)piperidin-1-yl)pyridin-2-yl)oxetan-3-yl)-1H-1,2,3-triazol-4-yl)-4H-pyrido[1,2-a]pyrimidin-4-one C1(CC1)CN[C@H]1CN(CCC1)C=1C=CC(=NC1)C1(COC1)N1N=NC(=C1)C=1N=C2N(C(C1)=O)C=CC=C2